2-{(biphenyl-4-yl)-phenylamino}-4''-{(9,9-dimethyl-9H-fluorene-2-yl)-phenylamino}-1,1':4',1''-terphenyl C1(=CC=C(C=C1)N(C1=C(C=CC=C1)C1=CC=C(C=C1)C1=CC=C(C=C1)N(C1=CC=CC=C1)C1=CC=2C(C3=CC=CC=C3C2C=C1)(C)C)C1=CC=CC=C1)C1=CC=CC=C1